CC1N(C=CC=C1O)CCNCC1=COC2=C(C1=O)C=C(C=C2)C 2-methyl-3-hydroxyl-1-(2-(((4-oxo-6-methyl-4H-benzopyran-3-yl)methyl)amino)ethyl)pyridine